CN1N=CC2=CC=C(C=C12)C=1C2=C(NN1)C1=C(C2)SC(=C1)C1=CC=C(C=C1)C(=O)N1CCCCC1 (4-(3-(1-methyl-1H-indazol-6-yl)-1,4-dihydro-thieno[2',3':4,5]cyclopenta[1,2-c]pyrazol-6-yl)phenyl)(piperidin-1-yl)methanone